CCCCCCCCCCCC[C@H](C(=O)O)O The molecule is a 2-hydroxymyristic acid having 2R-configuration. It is a conjugate acid of a (2R)-2-hydroxytetradecanoate. It is an enantiomer of a (2S)-2-hydroxytetradecanoic acid.